Cl.Cl.C(CCCCCCCCCN1C=CC(C=C1)=NCCCCCCCC)N1C=CC(C=C1)=NCCCCCCCC N,N'-(1,10-decanediyldi-1-pyridinyl-4-ylidene)bis(1-octanamine) dihydrochloride